1-Amino-3,6,9,12,15,18,21,24,27-nonaoxatriacontan NCCOCCOCCOCCOCCOCCOCCOCCOCCOCCC